benzyl (2S,3R)-2-((tert-butyloxycarbonyl)amino)-3-hydroxy-3-(4-methoxyphenyl)propionate C(C)(C)(C)OC(=O)N[C@H](C(=O)OCC1=CC=CC=C1)[C@@H](C1=CC=C(C=C1)OC)O